C(C)(C)N(C(OC(C)(C(C)(C)OC(N(C(C)C)C(C)C)=O)C)=O)C(C)C 2,3-dimethylbutane-2,3-diyl bis(diisopropylcarbamate)